COC1=C(C=C2C(=NC=NC2=C1)C1=CC=C(C=C1)NC(CC1=CC=C(C=C1)C(F)(F)F)=O)OCC1CCNCC1 N-(4-(7-methoxy-6-(piperidin-4-ylmethoxy)quinazolin-4-yl)phenyl)-2-(4-(trifluoromethyl)phenyl)acetamide